ClC=1C=C2NC(C=3N(C2=C(C1C=1C=CC=C2C(=CNC12)C)C)C(=NN3)C)(C)C 7-chloro-1,4,4,9-tetramethyl-8-(3-methyl-1H-indol-7-yl)-5H-[1,2,4]triazolo[4,3-a]quinoxaline